N'2,N'6-Bis(quinolin-4-ylmethylene)pyridine-2,6-dicarbohydrazide N1=CC=C(C2=CC=CC=C12)C=NNC(=O)C1=NC(=CC=C1)C(=O)NN=CC1=CC=NC2=CC=CC=C12